CN1C(=NC=C1C)C=1CCN(CC1)C(=O)OC(C)(C)C tert-Butyl 4-(1,5-dimethyl-1H-imidazol-2-yl)-3,6-dihydropyridine-1(2H)-carboxylate